8'-bromo-6'-hydroxy-7'-iodo-1-methyl-1'H-spiro[piperidine-4,2'-quinazolin]-4'(3'H)-one BrC=1C(=C(C=C2C(NC3(NC12)CCN(CC3)C)=O)O)I